C(C)(C)(C)N1N=CC(=C1)NC1=NC(=NC=C1)C1=CC=C(C=C1)N1C(NCC1)=O 1-(4-(4-((1-(tert-butyl)-1H-pyrazol-4-yl)amino)pyrimidin-2-yl)phenyl)imidazolidin-2-one